CSC1=NN=C(S1)NC(=O)C=1OC(=NN1)N1CC(CC1)C1=CC=CC=C1 N-(5-(methylthio)-1,3,4-thiadiazol-2-yl)-5-(3-phenylpyrrolidin-1-yl)-1,3,4-oxadiazole-2-carboxamide